FC=1C=C(N(CC(F)(F)F)N2C(N=CC3=CC=CC=C23)=O)C=C(C1)C#CC1(CC1)C(F)(F)F [3-fluoro-N-(2,2,2-trifluoroethyl)-5-[2-[1-(trifluoromethyl)cyclopropyl]ethynyl]anilino]-1H-quinazolin-2-one